[N+](=O)([O-])C1=CC=C(C=C1)C1=CC=2C3=C(NC2C=C1)CCN(C3)C(=O)OC(C)(C)C tert-butyl 8-(4-nitrophenyl)-1,3,4,5-tetrahydro-2H-pyrido[4,3-b]indole-2-carboxylate